C(C)(C)(C)OC(=O)N1C[C@H](C[C@@H](C1)F)NC=1C2=C(N=CN1)C(=CC(=N2)C=2C=NC(=CC2)N2CC(CC2)O)C(N)=O (3S,5S)-3-({8-carbamoyl-6-[6-(3-hydroxypyrrolidin-1-yl)pyridin-3-yl]pyrido[3,2-d]pyrimidin-4-yl}amino)-5-fluoropiperidine-1-carboxylic acid tert-butyl ester